1-[6-bromo-1-(1,1-difluoropropan-2-yl)-4-fluoro-1H-benzimidazol-2-yl]ethan BrC=1C=C(C2=C(N(C(=N2)CC)C(C(F)F)C)C1)F